BrC=1C=C(C(=NC1)C)CNC(C1=C(C=CC(=C1)OC(F)(F)F)F)=O N-((5-bromo-2-methylpyridin-3-yl)methyl)-2-fluoro-5-(trifluoromethoxy)benzamide